C(C1=CC=CC=C1)OC=1C=CC2=C(C(=C(S2)C(F)F)C(=O)NCC2(CCCC2)N(C)C)C1 5-(benzyloxy)-2-(difluoromethyl)-N-{[1-(dimethylamino)cyclopentyl]methyl}-1-benzothiophene-3-carboxamide